1-[6-(5-Cyclopropyl-4-methyl-1H-imidazol-2-yl)pyridin-2-yl]piperazine C1(CC1)C1=C(N=C(N1)C1=CC=CC(=N1)N1CCNCC1)C